N-(2-(1-(7-methoxyquinolin-4-yl)piperidin-4-yl)propyl)sulfamide COC1=CC=C2C(=CC=NC2=C1)N1CCC(CC1)C(CNS(=O)(=O)N)C